OC(=O)C(F)(F)F.FC1=CC(=CC2=C(N(N=C12)C)C(C)C)C1=NC(=NC=C1)N[C@@H]1C[C@H](CC1)NCC1=CC=C(C=C1)C1=NC=CC=C1 (1S,3S)-N1-(4-(7-fluoro-3-isopropyl-2-methyl-2H-indazol-5-yl)pyrimidin-2-yl)-N3-(4-(pyridin-2-yl)benzyl)cyclopentane-1,3-diamine TFA Salt